2,2'-((ethane-1,2-diylbis(azanylylidene))bis(methanylylidene))diphenol C(CN=CC1=C(C=CC=C1)O)N=CC1=C(C=CC=C1)O